[N+](=O)([O-])C=COC=C[N+](=O)[O-] nitrylvinylether